tert-butyl-3-cyano-3-[(2-fluoro-6-iodo-phenyl)methyl]azetidine C(C)(C)(C)N1CC(C1)(CC1=C(C=CC=C1I)F)C#N